1-(cyclopentylmethyl)-3-[[2-(difluoromethoxy)pyridin-4-yl]methyl]urea C1(CCCC1)CNC(=O)NCC1=CC(=NC=C1)OC(F)F